butylisooctyl phosphate dodecylamine salt C(CCCCCCCCCCC)N.P(=O)(OC(CCCCC(C)C)CCCC)(O)O